CC1(C(C2(OCCO2)CC1)=O)C 7,7-dimethyl-1,4-dioxaspiro[4.4]nonan-6-one